O1C(=NC=C1)[NH-] oxazolylamide